3-cyano-N-{3-[1-(1H-pyrrolo[2,3-b]-pyridin-4-yl)-1H-pyrazol-3-yl]-phenyl}benzamide C(#N)C=1C=C(C(=O)NC2=CC(=CC=C2)C2=NN(C=C2)C2=C3C(=NC=C2)NC=C3)C=CC1